5-(3-(9H-purin-6-yl)pyridin-2-ylamino)-N-(3-(2-cyanopropan-2-yl)phenyl)-2-fluorobenzamide N1=CN=C2NC=NC2=C1C=1C(=NC=CC1)NC=1C=CC(=C(C(=O)NC2=CC(=CC=C2)C(C)(C)C#N)C1)F